CC([O-])C.[Mg+2].FC(C1=NN=C(O1)C1=CC(=C(CN(S(=O)(=O)C2CCN(CC2)C2COC2)C2=CC=CC=C2)C=C1)F)F.CC([O-])C N-(4-(5-(difluoromethyl)-1,3,4-oxadiazol-2-yl)-2-fluorobenzyl)-1-(oxetan-3-yl)-N-phenyl-piperidine-4-sulfonamide magnesium iso-propoxide